C1CCC2=NC3=C(C(=C21)NC(=O)N=S(=O)(N)C=2SC(=C(C2)C)C(C)(C)O)CCC3 N'-((1,2,3,5,6,7-hexahydrodicyclopenta[b,e]pyridin-8-yl)carbamoyl)-5-(2-hydroxypropan-2-yl)-4-methylthiophene-2-sulfonimidamide